ClC=1C(=NC(=C(C1)C#N)Cl)NC=1C=C2C=C(C(N(C2=CC1)CC1COC1)=O)OCC(=O)NC 2-((6-((3,6-Dichloro-5-cyanopyridin-2-yl)amino)-1-(oxetan-3-ylmethyl)-2-oxo-1,2-dihydroquinolin-3-yl)oxy)-N-methylacetamide